N-[(4-{[(3S)-1-(2,2-difluoroethyl)pyrrolidin-3-yl]amino}-3-nitrophenyl)sulfonyl]-2-(1H-pyrrolo[2,3-b]pyridin-5-yloxy)benzamide FC(CN1C[C@H](CC1)NC1=C(C=C(C=C1)S(=O)(=O)NC(C1=C(C=CC=C1)OC=1C=C2C(=NC1)NC=C2)=O)[N+](=O)[O-])F